C1(=CC=C(C=C1)C1=NC(=NC(=N1)C1=CC(=C(C=C1)F)Cl)C1=CC=CC=C1)C1=CC=CC=C1 2-([1,1'-biphenyl]-4-yl)-4-(3-chloro-4-fluorophenyl)-6-phenyl-1,3,5-triazine